tert-butyl (2R,3S,4S)-4-[(tert-butoxycarbonyl)oxy]-3-[(4-nitrophenoxycarbonyl)oxy]-2-{[4-(trifluoromethoxy)phenyl]methyl}pyrrolidine-1-carboxylate C(C)(C)(C)OC(=O)O[C@@H]1[C@H]([C@H](N(C1)C(=O)OC(C)(C)C)CC1=CC=C(C=C1)OC(F)(F)F)OC(=O)OC1=CC=C(C=C1)[N+](=O)[O-]